4-vinylbenzyl trifluoromethanesulfonate FC(S(=O)(=O)OCC1=CC=C(C=C1)C=C)(F)F